N-(3-chloro-4-fluorophenyl)-4-(5-((3,3-difluorocyclobutyl)ethynyl)-5-hydroxy-octahydropentalen-2-yl)-1-methyl-1H-imidazole-5-carboxamide ClC=1C=C(C=CC1F)NC(=O)C1=C(N=CN1C)C1CC2CC(CC2C1)(O)C#CC1CC(C1)(F)F